FC1=CC=CC2=C1N=C(S2)[C@H]2N(CCC1=C2N=CN1)C(=O)C1=C(N=C(O1)C=1C=NN(C1)CC(F)(F)F)C (S)-(4-(4-fluorobenzo[d]thiazol-2-yl)-6,7-dihydro-1H-imidazo[4,5-c]pyridin-5(4H)-yl)(4-methyl-2-(1-(2,2,2-trifluoroethyl)-1H-pyrazol-4-yl)oxazol-5-yl)methanone